O1C(C1)CN1C(N(C(N(C1=O)CC1OC1)=O)CC1OC1)=O 1,3,5-tris(oxiran-2-ylmethyl)-1,3,5-triazine-2,4,6-trione